FC=1C=C(OC2=CC=C(C=C2)[C@H]2SCC[C@H](NC2=O)CNC(=O)C=2N=CN(C2)C)C=C(C1)F N-[[(2R,5S)-2-[4-(3,5-difluorophenoxy)phenyl]-3-oxo-1,4-thiazepan-5-yl]methyl]-1-methyl-imidazole-4-carboxamide